C(C)O[Si](CCCNC(=NC1CCCCC1)NC1CCCCC1)(OCC)OCC 1-(3-Triethoxysilylpropyl)-2,3-dicyclohexylguanidine